3-hexyloxybenzylbromide C(CCCCC)OC=1C=C(CBr)C=CC1